COC=1C=C(C=2C=C(C(N(C2C1)C)=O)C)N1CCCC2=CC=C(C=C12)C=1C=NNC1 7'-Methoxy-1',3'-dimethyl-7-(1H-pyrazol-4-yl)-3,4-dihydro-2H-[1,5'-biquinolin]-2'(1'H)-one